C1(CCCCC1)N1N=CC=2C1=NC(=NC2NC(=O)C=2SC(=CC2)[N+](=O)[O-])C=2C=NC=CC2 N-(1-cyclohexyl-6-(pyridin-3-yl)-1H-pyrazolo[3,4-d]pyrimidin-4-yl)-5-nitrothiophene-2-carboxamide